N-(3,4-dimethoxybenzyl)pyrazolo[1,5-a]pyrimidin-5-amine COC=1C=C(CNC2=NC=3N(C=C2)N=CC3)C=CC1OC